FC1(CC2(NC3=C(OC2)C(=NC(=N3)N)N3C[C@@H](CC3)NC)C1)F 3,3-difluoro-4'-[(3R)-3-(methylamino)pyrrolidin-1-yl]-6'H,8'H-spiro[cyclobutane-1,7'-pyrimido[5,4-b][1,4]oxazin]-2'-amine